ricinoleyl tricosylate C(CCCCCCCCCCCCCCCCCCCCCC)(=O)OCCCCCCCC\C=C/C[C@H](O)CCCCCC